C(=O)C1CCC(CC1)C=1NC2=CC(=CC=C2C1)OC 2-(4-formylcyclohexyl)-6-methoxy-indole